SC(C(=O)O)(S)S.C(O)C(C)(CO)CO trimethylolethane tris-mercaptoacetate